7-fluoro-1-(4-phenethoxyphenyl)-9H-pyrido[3,4-b]indole-3-carboxylic acid FC1=CC=C2C3=C(NC2=C1)C(=NC(=C3)C(=O)O)C3=CC=C(C=C3)OCCC3=CC=CC=C3